O1CCN(CC1)C(C(=O)N1CCOCC1)=O morpholinodiketone